FC(C)(F)C1=NC(=CC(=N1)N1CC2(C=3C=NC(=CC31)NC(C)=O)CC2)OC=2C=NC=NC2 N-(1'-(2-(1,1-difluoroethyl)-6-(pyrimidin-5-yloxy)pyrimidin-4-yl)-1',2'-dihydrospiro[cyclopropane-1,3'-pyrrolo[3,2-c]pyridin]-6'-yl)acetamide